BrC=1C2=C(C(=NC1)N)C=NN2C 7-bromo-1-methyl-1H-pyrazolo[4,3-c]pyridin-4-amine